N-{3-[(5-Bromo-2-cyano-pyrimidin-4-ylamino)-methyl]-pyridin-2-yl}-N-methyl-methanesulfonamide BrC=1C(=NC(=NC1)C#N)NCC=1C(=NC=CC1)N(S(=O)(=O)C)C